C1(CCC1)C=1C(=NN(C1NC(C[C@H]1C(C(C1)(F)F)(F)F)=O)C)C1CCCCC1 (R)-N-(4-cyclobutyl-3-cyclohex-yl-1-methyl-1H-pyrazol-5-yl)-2-(2,2,3,3-tetrafluorocyclobutyl)-acetamide